1-(3-(difluoromethoxy)benzyl)-N3-methyl-N5-((1S,2S)-2-methylcyclopropyl)-2-oxo-1,2-dihydropyridine-3,5-dicarboxamide FC(OC=1C=C(CN2C(C(=CC(=C2)C(=O)N[C@@H]2[C@H](C2)C)C(=O)NC)=O)C=CC1)F